copper-cerium-iron [Fe].[Ce].[Cu]